(2-oxabicyclo[2.1.1]hexane-1-yl)methylamine hydrochloride Cl.C12(OCC(C1)C2)CN